7-chloro-benzothiophene-2-boronic acid ClC1=CC=CC=2C=C(SC21)B(O)O